(S)-(5-(7,8-dihydro-1,6-naphthyridin-6(5H)-yl)naphthalen-2-yl)(3-methylpiperidin-1-yl)methanone N1=CC=CC=2CN(CCC12)C1=C2C=CC(=CC2=CC=C1)C(=O)N1C[C@H](CCC1)C